S-furfuryl trithiocarbonate methyl-acetate COC(C)=O.C(SCC1=CC=CO1)(S)=S